C(C)(C)(C)OC(=O)C=1C=CC2=C(N(C(=N2)CN2CCC(CC2)C2=NC(=CC=C2)OCC2=NC=CC3=CC=CC=C23)CC=2OCC2)C1 (S)-2-((4-(6-(isoquinolin-1-ylmethoxy)pyridin-2-yl)piperidin-1-yl)methyl)-1-(oxetine-2-ylmethyl)-1H-benzo[d]imidazole-6-carboxylic acid tert-butyl ester